COC(=O)C1=C(C=NC=C1)NC[C@@H]1CCOC2=C1C=CC(=C2)N(C2=CC=C(C=C2)N2N=CC=C2)C 3-({[(4R)-7-{methyl-[4-(1H-pyrazol-1-yl)phenyl]amino}-3,4-dihydro-2H-1-benzopyran-4-yl]methyl}amino)pyridine-4-carboxylic acid methyl ester